(2r,4s)-1-(tert-butoxycarbonyl)-4-(3-chlorobenzyl)pyrrolidine-2-carboxylic acid C(C)(C)(C)OC(=O)N1[C@H](C[C@@H](C1)CC1=CC(=CC=C1)Cl)C(=O)O